CC1(NC(CC(C1)OC1=CC=CN=N1)(C)C)C 6-(2,2,6,6-tetramethyl-piperidin-4-yloxy)-pyridazin